FC=1C=C2C=C(NC2=CC1)C(=O)N[C@H](C(N[C@@H](C[C@H]1C(NCC1)=O)C(COC1=C(C(=CC(=C1F)F)F)F)=O)=O)CC1=CC=C(C=C1)C(F)(F)F 5-fluoro-N-((S)-1-oxo-1-(((S)-3-oxo-1-((S)-2-oxopyrrolidin-3-yl)-4-(2,3,5,6-tetrafluorophenoxy)butan-2-yl)amino)-3-(4-(tri-fluoromethyl)phenyl)-propan-2-yl)-1H-indole-2-carboxamide